COC1=CC=C(CN(C2=NC=C(C=N2)N2[C@H](CN(CC2)C(=O)OC(C)(C)C)C)CC2=CC=C(C=C2)OC)C=C1 t-butyl (S)-4-(2-(bis(4-methoxy benzyl) amino) pyrimidin-5-yl)-3-methylpiperazin-1-carboxylate